(3-chlorophenyl)Ethanimidamide ClC=1C=C(C=CC1)CC(N)=N